7-(2-chloropyrimidin-4-yl)-5-fluoro-1,1-dimethyl-2,3-dihydro-1H-benzo[d]pyrrolo[1,2-a]imidazole ClC1=NC=CC(=N1)C1=CC2=C(N=C3N2C(CC3)(C)C)C(=C1)F